7-chloro-2,4-dihydro-1H-spiro[isoquinoline-3,4'-piperidin]-3'-ol ClC1=CC=C2CC3(C(CNCC3)O)NCC2=C1